4-[7-[Cyclobutyl-(hydroxy)methyl]imidazo[1,2-a]pyridin-3-yl]-N-cyclopropyl-2-(difluoromethoxy)-6-methoxy-benzamide C1(CCC1)C(C1=CC=2N(C=C1)C(=CN2)C2=CC(=C(C(=O)NC1CC1)C(=C2)OC)OC(F)F)O